CN1N=C(C(=C1)S(=O)(=O)N)C 1,3-dimethyl-1H-pyrazole-4-sulfonamide